6-(methylamino)-9H-purine CNC1=C2N=CNC2=NC=N1